[OH-].C(C(=C)C)(=O)OCCCN(CCCS(=O)(=O)O)C 2-(methacryloyloxy)ethyldimethyl-(3-sulfopropyl)amine hydroxide